5-(1-Phenylpyrazol-4-yl)-1H-indol-3-yl azide C1(=CC=CC=C1)N1N=CC(=C1)C=1C=C2C(=CNC2=CC1)N=[N+]=[N-]